BrC=1C=C2C(=NC=NC2=CC1)[C@H]1N(CCNC1C)C(=O)OC(C)(C)C tert-butyl (S)-(6-bromoquinazolin-4-yl)-3-methylpiperazine-1-carboxylate